2,2'-diethyl-2,2'-diaminobiphenyl C(C)C1(C(C=CC=C1)=C1C(C=CC=C1)(N)CC)N